IC1=CC(=C(NC([2H])([2H])[2H])C(=C1)C)C 4-iodo-2,6-dimethyl-N-(methyl-d3)aniline